(6-(4-(4-fluorophenyl)-1-isopropyl-1H-imidazol-5-yl)quinolin-3-yl)-2-oxa-5-azabicyclo[2.2.1]heptane FC1=CC=C(C=C1)C=1N=CN(C1C=1C=C2C=C(C=NC2=CC1)C12OCC(NC1)C2)C(C)C